C(C)(C)(C)OOC(=O)OCCCCCCOC(=O)OOC(C)(C)C 1,6-di-[tert-butyl-peroxycarbonyloxy]hexane